(S)-5-(2,3-difluorophenyl)-3-((2-methoxypropyl)amino)-4H-benzo[e][1,2,4]thiadiazine 1,1-dioxide FC1=C(C=CC=C1F)C1=CC=CC2=C1NC(=NS2(=O)=O)NC[C@H](C)OC